Ethyl 2-(5-allyl-2-oxo-4-(trifluoromethyl) pyridin-1(2H)-yl)-4,4-dimethylpentanoate C(C=C)C=1C(=CC(N(C1)C(C(=O)OCC)CC(C)(C)C)=O)C(F)(F)F